C1(=CC=CC=C1)P(C1=CC=CC2=CC=CC(=C12)P(C1=CC=CC=C1)C1=CC=CC=C1)C1=CC=CC=C1 1,8-bis(diphenylphosphino)naphthalene